methyl (E)-4-((1-(7-(8-chloronaphthalen-1-yl)-2-(((S)-1-methylpyrrolidin-2-yl)methoxy)-5,6,7,8-tetrahydropyrido[3,4-d]pyrimidin-4-yl)pyrrolidin-3-yl)amino)-4-oxobut-2-enoate ClC=1C=CC=C2C=CC=C(C12)N1CC=2N=C(N=C(C2CC1)N1CC(CC1)NC(/C=C/C(=O)OC)=O)OC[C@H]1N(CCC1)C